ClC1=CC=C2C3=C(C=CC2=C1)C=CC1=C3OC3=C1C=CC=C3 3-Chlorophenanthro[4,3-b]benzofuran